CCC(C)C(=O)OCC(C)OC(=O)C(C)CC PROPYLENEGLYCOL DI-2-METHYLBUTYRATE